C(C)S(=O)(=O)C1=CC=C(C=C1)C(C(=O)O)C 2-(4-(ethylsulfonyl)phenyl)propanoic acid